C=1N=CN2C1C1=CC=CC=C1[C@H]2[C@@H]2[C@H](C(COC2)(C)C)O (4R,5S)-5-((R)-5H-Imidazo[5,1-a]isoindol-5-yl)-3,3-dimethyltetrahydro-2H-pyran-4-ol